COC(=O)C=1C=C(C=CC1N1C[C@H](CC1)OC1=NC=C(C=C1)C(F)(F)F)C1=CC=CC=C1 (S)-4-(3-(5-(trifluoromethyl)pyridin-2-yloxy)pyrrolidin-1-yl)biphenyl-3-carboxylic acid methyl ester